2-(((benzyloxy)carbonyl)amino)-3-(4-(2-(5,6,7,8-tetrahydro-1,8-naphthyridin-2-yl)ethoxy)-1H-indazol-1-yl)propionic acid C(C1=CC=CC=C1)OC(=O)NC(C(=O)O)CN1N=CC2=C(C=CC=C12)OCCC1=NC=2NCCCC2C=C1